COC1=NC(=NN2C1=C(C=C2)C=2C=CC1=C(N(N=N1)[C@@H](C(F)(F)F)C)C2)NC2CCC(CC2)(O)C (1R,4r)-4-((4-methoxy-5-(1-((R)-1,1,1-trifluoropropan-2-yl)-1H-benzo[d][1,2,3]triazol-6-yl)pyrrolo[2,1-f][1,2,4]triazin-2-yl)amino)-1-methylcyclohexan-1-ol